[OH-].C(CCCCCCCCCCCCCCCCC)[N+](CCCS(=O)(=O)O)(C)C octadecyldimethyl-(3-sulfopropyl)ammonium hydroxide